2-methyl-2H-tetrazole CN1N=CN=N1